ethyl 3-((3,5-dichloro-4-((4-chlorophthalazin-1-yl) oxy) phenyl) amino)-3-oxopropionate ClC=1C=C(C=C(C1OC1=NN=C(C2=CC=CC=C12)Cl)Cl)NC(CC(=O)OCC)=O